4-{4-{{5-[(2,6-Dichlorophenyl)carbamoyl]-4-ethoxypyrimidin-2-yl}amino}phenyl}piperazine-1-carboxylic acid ethyl ester C(C)OC(=O)N1CCN(CC1)C1=CC=C(C=C1)NC1=NC=C(C(=N1)OCC)C(NC1=C(C=CC=C1Cl)Cl)=O